1-chloro-2-(2-chloroethanesulfonyl)ethane ClCCS(=O)(=O)CCCl